N12CC(C(CC1)CC2)N(C(O)=O)[C@H]2C(CCC1=CC(=CC=C21)C2=C(C=CC(=C2)OC)OC)(C)C.NN2C(NN=C2C2=CC=C(C=C2)C)=S 4-amino-5-(p-tolyl)-2,4-dihydro-3H-1,2,4-triazole-3-thione (S)-quinuclidin-3-yl-(6-(2,5-dimethoxyphenyl)-2,2-dimethyl-1,2,3,4-tetrahydronaphthalen-1-yl)carbamate